OC1CCC=2C(=CC=CC12)S(=O)(=O)N 1-hydroxy-2,3-dihydro-1H-indene-4-sulfonamide